N[C@H](CN1N=CC2=CC=C(C(=C12)F)O)C (S)-1-(2-aminopropyl)-7-fluoro-1H-indazol-6-ol